3-ethyl-3-(5-norbornene-2-oxy)methyloxetane C(C)C1(COC1)COC1C2C=CC(C1)C2